2-amino-9-((2R,3R,4R,5R)-3,4-dihydroxy-5-(hydroxymethyl)tetrahydrofuran-2-yl)-7-(4-hydroxybut-2-yn-1-yl)-7,9-dihydro-1H-purine-6,8-dione NC=1NC(C=2N(C(N(C2N1)[C@@H]1O[C@@H]([C@@H]([C@H]1O)O)CO)=O)CC#CCO)=O